N-(4-(cis-bicyclo[3.1.0]hexan-3-yloxy)-3-fluoro-5-hydroxyphenyl)-2-(3-methoxy-3-methylazetidin-1-yl)-5-(2,2,2-trifluoroethyl)oxazole-4-carboxamide C12CC(CC2C1)OC1=C(C=C(C=C1O)NC(=O)C=1N=C(OC1CC(F)(F)F)N1CC(C1)(C)OC)F